2,2-Bis(3-aminophenyl)hexafluoropropane NC=1C=C(C=CC1)C(C(F)(F)F)(C(F)(F)F)C1=CC(=CC=C1)N